1-(methylsulfonyl)piperidin-4-yl 2-methylene-4-oxo-4-((1-(4-(trifluoromethyl)phenyl)cyclobutyl)amino)butanoate C=C(C(=O)OC1CCN(CC1)S(=O)(=O)C)CC(NC1(CCC1)C1=CC=C(C=C1)C(F)(F)F)=O